(S)-8-(2-amino-6-((R)-1-(4-chloro-2-(naphthalen-2-yl)phenyl)-2,2,2-trifluoroethoxy)pyrimidin-4-yl)-2,8-diazaspiro[4.5]decane-3-carboxylic acid NC1=NC(=CC(=N1)N1CCC2(C[C@H](NC2)C(=O)O)CC1)O[C@@H](C(F)(F)F)C1=C(C=C(C=C1)Cl)C1=CC2=CC=CC=C2C=C1